5-methyl-3-phenyl-6-(quinolin-6-yl)-2-(1-((2-(trimethylsilyl)ethoxy)methyl)-1H-pyrrol-3-yl)pyrazolo[1,5-a]pyrimidin-7(4H)-one CC=1NC=2N(C(C1C=1C=C3C=CC=NC3=CC1)=O)N=C(C2C2=CC=CC=C2)C2=CN(C=C2)COCC[Si](C)(C)C